N-(3-(3-(4-(1-aminocyclobutyl)phenyl)-2-(2-aminopyridin-3-yl)-3H-imidazo[4,5-b]pyridin-5-yl)phenethyl)-7-((2-(2,6-dioxopiperidin-3-yl)-1,3-dioxoisoindolin-4-yl)amino)heptanamide NC1(CCC1)C1=CC=C(C=C1)N1C(=NC=2C1=NC(=CC2)C=2C=C(CCNC(CCCCCCNC1=C3C(N(C(C3=CC=C1)=O)C1C(NC(CC1)=O)=O)=O)=O)C=CC2)C=2C(=NC=CC2)N